C(C)[Si](COCCC)(COCCC)C1CCCCC1 ethylcyclohexylbis(propoxymethyl)silane